methyl (1S,2S)-2-((2-fluoro-6-(5-(hydroxymethyl)-1-methyl-1H-1,2,3-triazol-4-yl)pyridin-3-yl)carbamoyl)cyclohexane-1-carboxylate FC1=NC(=CC=C1NC(=O)[C@@H]1[C@H](CCCC1)C(=O)OC)C=1N=NN(C1CO)C